nonyl 9-((6-((4,4-bis(((Z)-oct-5-en-1-yl)oxy)butanoyl)oxy)hexyl)(2-hydroxyethyl)amino)nonanoate C(CCC\C=C/CC)OC(CCC(=O)OCCCCCCN(CCCCCCCCC(=O)OCCCCCCCCC)CCO)OCCCC\C=C/CC